acryloxyethyl-phenyl phosphonate P(OC1=C(C=CC=C1)CCOC(C=C)=O)([O-])=O